tert-butyl 4-{1-[2-(methanesulfonyloxy)ethyl]piperidin-4-yl}piperazine-1-carboxylate CS(=O)(=O)OCCN1CCC(CC1)N1CCN(CC1)C(=O)OC(C)(C)C